ClC1=C(C(=CC=C1)C)NC(=O)C=1C(=NC(=NC1)NC1=CC=C(C=C1)N1CCN(CC1)C)NC1=C(C=CC(=C1)C)NC(C=C)=O N-(2-chloro-6-methylphenyl)-4-{[5-methyl-2-(prop-2-enamido)phenyl]amino}-2-{[4-(4-methylpiperazin-1-yl)phenyl]amino}pyrimidine-5-carboxamide